4-(((4-(1-(2-fluorophenyl)-1H-pyrazol-4-yl)pyrimidin-5-yl)oxy)methyl)cyclohexane-1-amine FC1=C(C=CC=C1)N1N=CC(=C1)C1=NC=NC=C1OCC1CCC(CC1)N